dimyristoylglutamic acid C(CCCCCCCCCCCCC)(=O)N([C@@H](CCC(=O)O)C(=O)O)C(CCCCCCCCCCCCC)=O